1-(5-(4-methoxyquinazolin-6-yl)pyrrolo[2,1-f][1,2,4]triazin-2-yl)-N3,N3-dimethylcyclobutane-1,3-diamine COC1=NC=NC2=CC=C(C=C12)C=1C=CN2N=C(N=CC21)C2(CC(C2)N(C)C)N